C(C(C)C)NCC=1C=C(C(N(C1)CC(F)(F)F)=O)C(=O)OC methyl 5-((isobutylamino)methyl)-2-oxo-1-(2,2,2-trifluoroethyl)-1,2-dihydropyridine-3-carboxylate